1-[3-fluoro-4-(4-{2-[3-(trifluoromethoxy)phenyl]acetamido}-1H-1,2,3-triazol-1-yl)butyl]-N-{[3-(trifluoromethoxy)phenyl]methyl}-1H-1,2,3-triazole-4-carboxamide FC(CCN1N=NC(=C1)C(=O)NCC1=CC(=CC=C1)OC(F)(F)F)CN1N=NC(=C1)NC(CC1=CC(=CC=C1)OC(F)(F)F)=O